NC1=CC2=C(N(C(=N2)CCCC(=O)O)C)C=C1 4-(5-amino-1-methyl-1H-benzo[d]imidazole-2-yl)butyric acid